C1(C=CC=C1)[Ti](C1=C(C(=CC=C1F)CCNC(CCCCCCCCCCC)=O)F)(C1=C(C(=CC=C1F)CCNC(CCCCCCCCCCC)=O)F)C1C=CC=C1 di(cyclopentadienyl)-bis[2,6-difluoro-3-(2-(lauroylamino)ethyl)phenyl]titanium